COC=1C=C(C=C(C1C(NCC(F)(F)F)=O)OC)C1=CN=C2N1C=CC(=C2)C2CN(CCC2)C(=O)OC(C)(C)C tert-butyl 3-[3-[3,5-dimethoxy-4-(2,2,2-trifluoroethyl carbamoyl)phenyl] imidazo[1,2-a]pyridin-7-yl]piperidine-1-carboxylate